Natrium tert-butylat CC(C)(C)[O-].[Na+]